C(C=C)(=O)N1CC2=CC(=CC(=C2CC1)C1=C2C(=C(NC2=C(C=C1F)C(=O)N)C)C)F 4-(2-acryloyl-7-fluoro-1,2,3,4-tetrahydroisoquinolin-5-yl)-5-fluoro-2,3-dimethyl-1H-indole-7-carboxamide